1-(5-Amino-pentyl)pseudouridine NCCCCCN1C=C([C@H]2[C@H](O)[C@H](O)[C@@H](CO)O2)C(NC1=O)=O